2-methylaminobenzene monohydrochloride Cl.CNC1=CC=CC=C1